2-((5-(4-amino-5-(3-fluoro-4-((4-methylpyrimidin-2-yl)oxy)phenyl)-7H-pyrrolo[2,3-d]pyrimidin-6-yl)-2-ethynylpyridin-4-yl)oxy)ethan-1-ol NC=1C2=C(N=CN1)NC(=C2C2=CC(=C(C=C2)OC2=NC=CC(=N2)C)F)C=2C(=CC(=NC2)C#C)OCCO